(3R)-4-amino-N-((2-amino-1,3-thiazol-5-yl)methyl)-N-((5-cyano-2-pyridinyl)methyl)-3-methyl-1,3-dihydrofuro[3,4-c]quinoline-8-carboxamide NC1=NC=2C=CC(=CC2C2=C1[C@H](OC2)C)C(=O)N(CC2=NC=C(C=C2)C#N)CC2=CN=C(S2)N